OC(C(=O)O)C(C)(C)C 2-HYDROXY-3,3-DIMETHYLBUTANOIC ACID